C(CCCCCCCCC=C)O 10-undecene-1-ol